FC=1C(=C(C=CC1F)[C@@H]1[C@@H](O[C@]([C@@H]1C)(C(F)(F)F)C)C(=O)NC1=C(C(=NC=C1)C(=O)N)C)OC 4-[[(2R,3R,4R,5R)-3-(3,4-difluoro-2-methoxy-phenyl)-4,5-dimethyl-5-(trifluoromethyl)tetrahydrofuran-2-carbonyl]amino]-3-methyl-pyridine-2-carboxamide